N[C@H]1CN(CC1)C=1C=CC=2C(C3=CC=CC(=C3OC2C1)F)=O 3-[(3R)-3-aminopyrrolidin-1-yl]-5-fluoro-xanthen-9-one